CNS(=O)(=O)C1=CC=C(C=C1)C=1C2(C(=NN1)OC(C2)=O)NOCC=2OC(OC2C)=O n-methyl-4-(3a-(((5-methyl-2-oxo-1,3-dioxol-4-yl)methoxy)amino)-5-oxo-4,5-dihydro-3aH-furo[2,3-c]pyrazol-3-yl)benzenesulfonamide